(4-(aminomethyl)piperidin-1-yl)-1-(4-fluorophenyl)ethan-1-one hydrochloride Cl.NCC1CCN(CC1)CC(=O)C1=CC=C(C=C1)F